bis(p-sulfonylphenyl)phenylphosphine dipotassium salt [K].[K].S(=O)(=O)=C1CC=C(C=C1)P(C1=CC=CC=C1)C1=CCC(C=C1)=S(=O)=O